FC=1C=C(C=CC1)C1CC(C1)C(=O)O 3-(3-fluorophenyl)cyclobutane-1-carboxylic acid